(2,6-dichloro-4-triisopropylsilyloxy-phenyl)-(4-methoxyphenyl)methanol ClC1=C(C(=CC(=C1)O[Si](C(C)C)(C(C)C)C(C)C)Cl)C(O)C1=CC=C(C=C1)OC